2H-pyrazolo[4,3-d]pyrimidine-5,7-diamine N=1NC=C2N=C(N=C(C21)N)N